4-(6-chloro-3-quinolylamino)-2-(2,3-dihydro-1,4-benzodioxin-6-ylamino)pyrimidine ClC=1C=C2C=C(C=NC2=CC1)NC1=NC(=NC=C1)NC1=CC2=C(OCCO2)C=C1